ClC=1C=C(C=CC1N1C(N(C=C1)C)=O)C1=C(C(=CC(=C1)F)C=1C=C(C(N(C1)C)=O)N1CC(CC1)(C)O)OC 5-(3'-chloro-5-fluoro-2-methoxy-4'-(3-methyl-2-oxo-2,3-dihydro-1H-imidazol-1-yl)-[1,1'-biphenyl]-3-yl)-3-(3-hydroxy-3-methylpyrrolidin-1-yl)-1-methylpyridin-2(1H)-one